sodium acetyl-sulfonamide C(C)(=O)S(=O)(=O)N.[Na]